2-(3-chloro-4-(trifluoromethyl)phenyl)-N-hydroxyacetimidamide ClC=1C=C(C=CC1C(F)(F)F)CC(NO)=N